methyl 4-((1R,2S)-2-hydroxycyclopentyl)benzoate O[C@@H]1[C@H](CCC1)C1=CC=C(C(=O)OC)C=C1